FC1=C(C(=CC2=CC=C(C=C12)OCCO)O)N1CC(NS1(=O)=O)=O 5-[1-fluoro-3-hydroxy-7-(2-hydroxyethoxy)naphthalen-2-yl]-1λ6,2,5-thiadiazolidine-1,1,3-trione